tert-butyl (7S,9R)-6-bromo-2-(3,6-dihydro-2H-pyran-4-yl)-7-methyl-5-oxo-5,7,8,9-tetrahydropyrrolo[1,2-c][1,2,4]triazolo[1,5-a]pyrimidine-9-carboxylate BrC1=C2N(C=3N(C1=O)N=C(N3)C=3CCOCC3)[C@H](C[C@@H]2C)C(=O)OC(C)(C)C